(2-((2s,4s)-2-(aminomethyl)-5-chloro-2-phenyl-2,3-dihydrobenzofuran-4-yl)-3-fluorophenyl)ethane-1,2-diamine NC[C@@]1(OC2=C(C1)C(=C(C=C2)Cl)C2=C(C=CC=C2F)C(CN)N)C2=CC=CC=C2